NC1=CC(=C(C(=C1C(CC)=O)F)OC)F (6-amino-2,4-difluoro-3-methoxyphenyl)propan-1-one